BrC1=NC(=CC(=C1)CCNCC1NCCOC1)Cl 1-(2-bromo-6-chloropyridin-4-yl)-2-((morpholin-3-ylmethyl)amino)ethan